(2-methyl-3-hydroxypropoxy)-(methyl)silanediol CC(CO[Si](O)(O)C)CO